C(C)OC1=C(CNC2CCN(CC2)C)C=C(C=C1)F N-(2-ethoxy-5-fluorobenzyl)-1-methyl-piperidin-4-amine